CC1=CC(=NC=C1OC1=CC(=C2C(=N1)N(C=N2)C)NC2=NC=C(C=C2)N2CCN(CC2)C)C#N 4-methyl-5-[3-methyl-7-[[5-(4-methylpiperazin-1-yl)pyridin-2-yl]amino]imidazo[4,5-b]pyridin-5-yl]oxypyridine-2-carbonitrile